ClCCN1CCN(CC1)C1=CC=CC=C1 1-(2-chloroethyl)-4-phenylpiperazine